NC=1C=C(C=CC1)C 3-amino-1-methylbenzene